ClC1=C(C(=NC=C1)N)C#CC1=CC=CC=C1 4-Chloro-3-(phenylethynyl)pyridin-2-amine